O=C1N(C(C2=CC=CC=C12)=O)CC1CN(CC(C1=O)C)C(=O)OCC1=CC=CC=C1 benzyl 3-[(1,3-dioxoisoindolin-2-yl)methyl]-5-methyl-4-oxo-piperidine-1-carboxylate